FC(C(O)=N)(F)F 2,2,2-trifluoro-ethanimidic acid